C(#C)C=1C=C(C=CC1)C1=C(C(C(=C1C1=CC=CC=C1)C1=CC=CC=C1)=O)C1=CC=CC=C1 3-(3-ethynylphenyl)-2,4,5-triphenyl-2,4-cyclopentadien-1-one